tert-butyl (S)-(3-methyl-1-oxo-1-((3-(trifluoromethyl)bicyclo[1.1.1]pentan-1-yl)amino)butan-2-yl)carbamate CC([C@@H](C(NC12CC(C1)(C2)C(F)(F)F)=O)NC(OC(C)(C)C)=O)C